ClC=1C(=CC=C2C=CC=C(C12)N1CC=2N=C(N=C(C2CC1)N1C[C@@H](N(CC1)C(C(=C)F)=O)CC#N)OCCNCC(F)(F)F)F (S)-2-(4-(7-(8-chloro-7-fluoronaphthalen-1-yl)-2-(2-((2,2,2-trifluoroethyl)amino)ethoxy)-5,6,7,8-tetrahydropyrido[3,4-d]pyrimidin-4-yl)-1-(2-fluoroacryloyl)piperazin-2-yl)acetonitrile